CN1CCN(CC1)C1CCNCC1 1-Methyl-4-(piperidin-4-yl)piperazin